6-amino-N-(3''-fluoro-4''-(((2-hydroxyethyl)amino)methyl)-5''-methoxy-2,2'-dimethyl-[1,1':3',1''-terphenyl]-3-yl)nicotinamide NC1=NC=C(C(=O)NC=2C(=C(C=CC2)C2=C(C(=CC=C2)C2=CC(=C(C(=C2)OC)CNCCO)F)C)C)C=C1